1-bromo-4-isopropylbenzene BrC1=CC=C(C=C1)C(C)C